The molecule is a tetrapeptide composed of L-asparagine, L-methionine, L-tryptophan and L-asparagine joined in sequence by peptide linkages. It has a role as a metabolite. It derives from a L-asparagine, a L-methionine and a L-tryptophan. CSCC[C@@H](C(=O)N[C@@H](CC1=CNC2=CC=CC=C21)C(=O)N[C@@H](CC(=O)N)C(=O)O)NC(=O)[C@H](CC(=O)N)N